C(C)N(C(=O)N1N=C(C(=C1)NC(=O)C=1N=C(SC1)C=1C=NNC1)C1=NC=CC=C1)CC N-(1-(diethylcarbamoyl)-3-(pyridin-2-yl)-1H-pyrazol-4-yl)-2-(1H-pyrazol-4-yl)thiazole-4-carboxamide